3-(2,4-difluorophenyl)-4-(4-((1-(3-fluoropropyl)azetidin-3-yl)methyl)phenyl)-2H-thiochromene-7-carboxylic acid FC1=C(C=CC(=C1)F)C=1CSC2=CC(=CC=C2C1C1=CC=C(C=C1)CC1CN(C1)CCCF)C(=O)O